FC1=C(C=CC=C1)C1=NC(=C2N=CNC2=N1)NCC=1C(NC(=CC1C)C)=O 3-(((2-(2-fluorophenyl)-9H-purin-6-yl)amino)methyl)-4,6-dimethylpyridin-2(1H)-one